(2S,4S)-1-((S)-2-(tert-butyl)-14-hydroxy-4-oxo-6,9,12-trioxa-3-aza-tetradecanoyl)-4-hydroxy-N-(4-(4-methylthiazol-5-yl)benzyl)pyrrolidine-2-carboxamide C(C)(C)(C)[C@@H](C(=O)N1[C@@H](C[C@@H](C1)O)C(=O)NCC1=CC=C(C=C1)C1=C(N=CS1)C)NC(COCCOCCOCCO)=O